FC1=CC=C(C=C1)C(C(=O)NCC=1SC=C(N1)C)N1C=NC=C1C1=C2C(=NC=C1)NC=C2 4-fluorophenyl-5-(1H-pyrrolo[2,3-b]pyridin-4-yl)-1H-imidazol-1-yl-N-((4-methylthiazol-2-yl)methyl)acetamide